COC1=NC(=CC=C1NC=1N=CC2=C(N1)N1C(C(=C2)C2=NC=CC=C2)=NCC1)N1CCNCC1 N-(2-methoxy-6-(piperazin-1-yl)pyridin-3-yl)-6-(pyridin-2-yl)-8,9-dihydroimidazo[1',2':1,6]pyrido[2,3-d]pyrimidin-2-amine